C(=N)N Formamidin